alpha-carboxyl-N-tert-butoxycarbonyl-aspartic acid monomethyl ester COC([C@@](NC(=O)OC(C)(C)C)(CC(=O)O)C(=O)O)=O